(6-(Tetrahydro-2H-pyran-4-yl)-1,2-dihydroisoquinolin-3-yl)methanol O1CCC(CC1)C=1C=C2C=C(NCC2=CC1)CO